C(#N)C1=CC=C(C=C1)/C=C/C(=O)O (2E)-3-(4-cyanophenyl)prop-2-enoic acid